7-[3-(butylcarbamoyl)azetidin-1-yl]-6-fluoro-4-oxo-1-(1,2,4-thiadiazol-5-yl)-1,4-dihydro-1,8-naphthyridine-3-carboxylic acid C(CCC)NC(=O)C1CN(C1)C1=C(C=C2C(C(=CN(C2=N1)C1=NC=NS1)C(=O)O)=O)F